OC1=CC(=NN1C1=NC=CC=C1C(F)(F)F)C(=O)NC1=CC=C(C=C1)CCO 5-hydroxy-N-(4-(2-hydroxyethyl)phenyl)-1-(3-(trifluoromethyl)pyridin-2-yl)-1H-pyrazole-3-carboxamide